C(C)(C)(C)C=1N(C=CN1)CC1=CC=C(C=C1)C=1C(=CC=C(C1)CC(C)C)S(=O)(=O)NC1=NC=C(C=N1)Br 4'-((2-(tert-butyl)-1H-imidazol-1-yl)methyl)-N-(5-bromopyrimidin-2-yl)-5-isobutyl-[1,1'-biphenyl]-2-sulfonamide